((2S,5R)-4-(1-(2,3-dihydrobenzo[b][1,4]dioxin-6-yl)ethyl)-2,5-diethylpiperazin-1-yl)-4-methyl-2-(tetrahydro-2H-pyran-2-yl)-2,4-dihydro-5H-pyrazolo[4,3-b]pyridin-5-one O1C2=C(OCC1)C=C(C=C2)C(C)N2C[C@@H](N(C[C@H]2CC)C=2N(N=C1C2N(C(C=C1)=O)C)C1OCCCC1)CC